N1=CN=CC(=C1)C1=CC=C(C(=O)O)C=C1 4-(pyrimidin-5-yl)benzoic acid